methyl 2-(3,6-dihydro-2H-pyran-4-yl)-5-nitrobenzoate O1CCC(=CC1)C1=C(C(=O)OC)C=C(C=C1)[N+](=O)[O-]